(6S,7S)-7-cyclopropylmethyl-6-(2,6-difluoro-4-((1-propylazetidin-3-yl)thio)phenyl)-8-methyl-6,7,8,9-tetrahydro-3H-pyrazolo[3,4-H]Isoquinoline C1(CC1)C[C@@H]1N(CC=2C3=C(C=CC2[C@H]1C1=C(C=C(C=C1F)SC1CN(C1)CCC)F)NN=C3)C